OCC=1C=C(C=C(C1O)CO)C(C)(C)C1=CC(=C(C(=C1)CO)O)CO bis-(3,5-bis-hydroxymethyl-4-hydroxyphenyl)dimethylmethane